13-Bromo-8,8-dimethyl-7a,8-dihydrobenzo[d]naphtho[1,2-f]pyrazolo[5,1-b][1,3]oxazepin-9(10H)-one BrC=1C=CC2=C(N3C(OC4=C2C=2C=CC=CC2C=C4)C(C(N3)=O)(C)C)C1